(3-{4-[6-(3-Ethyloxetan-3-ylmethoxy)pyridin-3-yl]-6-oxo-1,6-dihydropyrimidin-2-yl}-4-(trifluoromethyl)benzyl)isobutyramide C(C)C1(COC1)COC1=CC=C(C=N1)C=1N=C(NC(C1)=O)C=1C=C(CC(C(=O)N)(C)C)C=CC1C(F)(F)F